FC(C=1C=C(C=CC1)C=1C(=NC=CN1)N1CCN(CC1)C(C=C)=O)(F)F 1-(4-(3-(3-(trifluoromethyl)phenyl)pyrazin-2-yl)piperazin-1-yl)prop-2-en-1-one